Ethylen Sulfate S1(=O)(=O)OCCO1